6-((6-(tert-butylamino)-2-(difluoromethyl)pyrimidin-4-yl)amino)-4-(isopropylamino)-N-(oxazol-4-ylmethyl)nicotinamide C(C)(C)(C)NC1=CC(=NC(=N1)C(F)F)NC1=NC=C(C(=O)NCC=2N=COC2)C(=C1)NC(C)C